2'-azido-2'-deoxyadenosine N(=[N+]=[N-])[C@H]1[C@@H](O[C@@H]([C@H]1O)CO)N1C=NC=2C(N)=NC=NC12